3-iodo-1H-pyrazolo[3,4-d]pyrimidin-4(5H)-one IC1=NNC=2N=CNC(C21)=O